tert-Butyl 3-(2-bromoethoxy)propanoate BrCCOCCC(=O)OC(C)(C)C